FC1=CC(=CNC1=O)C=1C(=CN(C(C1)=O)C)C=1C=NN(C1)C1=C(C#N)C=CC=C1 2-(4-(5-fluoro-1'-methyl-6,6'-dioxo-1,1',6,6'-tetrahydro-[3,4'-bipyridin]-3'-yl)-1H-pyrazol-1-yl)benzonitrile